C(C(C)(C)C)C(=C)C=C 2-neopentyl-1,3-butadiene